2-(4-{[(3R)-1-ethylpiperidin-3-yl]amino}pyrrolo[1,2-d][1,2,4]triazin-1-yl)-3-fluoro-5-[(2H3)methyloxy]phenol C(C)N1C[C@@H](CCC1)NC1=NN=C(C=2N1C=CC2)C2=C(C=C(C=C2F)OC([2H])([2H])[2H])O